C(CCCCCCCCCCCCCCCC=CCCCCCCCC)(=O)O 17-hexacosenic acid